sodium β-naphthol propanesulfonate C(CC)S(=O)(=O)OC1=CC2=CC=CC=C2C=C1.[Na]